2-methylbutyryl-coenzyme A CC(C(=O)SCCNC(CCNC([C@@H](C(COP(OP(OC[C@@H]1[C@H]([C@H]([C@@H](O1)N1C=NC=2C(N)=NC=NC12)O)OP(=O)(O)O)(=O)O)(=O)O)(C)C)O)=O)=O)CC